N1=C(C(=CC=C1)C(=O)N)C1=NC=CC=C1 bipyridyl-3-amide